COC(=O)C=1C=2C=CN(C2C=CC1C=1C=NN(C1C)CC12CC3CC(CC(C1)C3)C2)C=2N=NC(=C(C2)C)NC=2SC3=C(N2)C=CC=C3 5-(1-(adamantan-1-ylmethyl)-5-methyl-1H-pyrazol-4-yl)-1-(6-(benzo[d]thiazol-2-ylamino)-5-methylpyridazin-3-yl)-1H-indole-4-carboxylic acid methyl ester